C1(C=CCCC1)N1N=CC2=CC(=CC=C12)OC1=C(C=C(C=C1)F)F 1-(cyclohex-2-en-1-yl)-5-(2,4-difluorophenoxy)-1H-indazol